3-((2-((2-methoxy-6-methyl-5,6,7,8-tetrahydro-1,6-naphthyridin-3-yl)amino)-5-methylpyrimidin-4-yl)amino)-2,2-dimethylpropionamide COC1=NC=2CCN(CC2C=C1NC1=NC=C(C(=N1)NCC(C(=O)N)(C)C)C)C